FC(C(=O)N1CC(C1)N1N=C(C2=C1N(C(C=N2)=O)C)C2=CC=C(C=C2)C(F)(F)F)=C 1-(1-(2-fluoroacryloyl)azetidin-3-yl)-7-methyl-3-(4-(trifluoromethyl)phenyl)-1,7-dihydro-6H-pyrazolo[3,4-b]pyrazin-6-one